COC1=CC=C2C(NN=C(C2=C1)CC=1C=CC(=C(C(=O)N2CCN(CC2)C2=NC=C(C#N)C=C2)C1)S(=O)(=O)C)=O 6-(4-(5-((7-methoxy-4-oxo-3,4-dihydrophthalazin-1-yl)methyl)-2-(methylsulfonyl)benzoyl)piperazin-1-yl)nicotinonitrile